N-(2-fluoro-4-(1-methylazetidin-3-yl)phenyl)-2-(5-(4-fluorophenyl)-3-isopropylisoxazol-4-yl)thiazole-4-carboxamide FC1=C(C=CC(=C1)C1CN(C1)C)NC(=O)C=1N=C(SC1)C=1C(=NOC1C1=CC=C(C=C1)F)C(C)C